3-(6,7-dimethoxy-1,2,3,4-tetrahydroisoquinolin-1-yl)propan-1-ol COC=1C=C2CCNC(C2=CC1OC)CCCO